CN1N=CC(=C1C(=O)OC)[N+](=O)[O-] Methyl 2-methyl-4-nitro-pyrazole-3-carboxylate